N-hydroxyethylpyridinium OCC[N+]1=CC=CC=C1